3-(6-azaspiro[2.5]oct-6-yl)isonicotinamide C1CC12CCN(CC2)C2=C(C(=O)N)C=CN=C2